C(C1=CC=CC=C1)N1CC=2C(=C(N=C(C2CC1)N1[C@H]2CN(C[C@@H]1CC2)C(=O)OC(C)(C)C)OCC2(CC2)CO)C#N tert-butyl (1r,5s)-8-(6-benzyl-4-cyano-3-((1-(hydroxymethyl) cyclopropyl) methoxy)-5,6,7,8-tetrahydro-2,6-naphthyridin-1-yl)-3,8-diazabicyclo[3.2.1]octane-3-carboxylate